N-(4-(4-amino-7-isopropylimidazo[5,1-f][1,2,4]triazin-5-yl)benzyl)-2-(difluoromethoxy)benzamide NC1=NC=NN2C1=C(N=C2C(C)C)C2=CC=C(CNC(C1=C(C=CC=C1)OC(F)F)=O)C=C2